CS(=O)(=O)C=1OC(=NN1)C1CCOCC1 (methylsulfonyl)-5-(tetrahydro-2H-pyran-4-yl)-1,3,4-oxadiazole